4-(4-chloro-2-fluorophenyl)-3-(3-chlorophenyl)-1-(cyclohexylmethyl)-5-neopentylpyrrolidine-2-carboxylic acid ClC1=CC(=C(C=C1)C1C(C(N(C1CC(C)(C)C)CC1CCCCC1)C(=O)O)C1=CC(=CC=C1)Cl)F